phenyl-γ-valerolactone CC1CC(C(=O)O1)C2=CC=CC=C2